C(C)(C)(C)C=1C=C(C=C(C1O)C(C)(C)C)CCCC1=C(C=CC=C1)O 3-(3,5-di-tert-butyl-4-hydroxyphenyl)propylphenol